FC=1C=C2C(=CNC(C2=CC1F)=O)C(C)N(C(=O)C=1C=C2C=CC(=CN2C1)F)C N-(1-(6,7-Difluoro-1-oxo-1,2-dihydroisoquinolin-4-yl)ethyl)-6-fluoro-N-methylindolizine-2-carboxamide